phenyl-glycolic acid C1(=CC=CC=C1)C(C(=O)O)O